methyl (S)-2-((tert-butoxycarbonyl)amino)-4-(methyl(4-(5,6,7,8-tetrahydro-1,8-naphthyridin-2-yl)butyl)amino)butanoate C(C)(C)(C)OC(=O)N[C@H](C(=O)OC)CCN(CCCCC1=NC=2NCCCC2C=C1)C